tert-butyl 6-{4-[1-(2,6-dioxopiperidin-3-yl)-3-methyl-2-oxo-1,3-benzodiazol-5-yl]phenyl}-2,6-diazaspiro[3.3]heptane-2-carboxylate O=C1NC(CCC1N1C(N(C2=C1C=CC(=C2)C2=CC=C(C=C2)N2CC1(CN(C1)C(=O)OC(C)(C)C)C2)C)=O)=O